CN1[C@H]([C@H](N(C2=C(C=CC=C12)C)S(=O)(=O)C1=C(C=C(C=C1)C=1C=NN(C1)C)C)C)C (2S,3R)-1,2,3,5-tetramethyl-4-[2-methyl-4-(1-methylpyrazol-4-yl)phenyl]sulfonyl-2,3-dihydroquinoxaline